6-methyl-2-{[4-(4-methylpiperazin-1-yl)phenyl]amino}-8-(pyridin-4-ylmethyl)-5-[2-(triisopropylsilyl)ethynyl]pyrido[2,3-d]pyrimidin-7-one CC1=C(C2=C(N=C(N=C2)NC2=CC=C(C=C2)N2CCN(CC2)C)N(C1=O)CC1=CC=NC=C1)C#C[Si](C(C)C)(C(C)C)C(C)C